ClP(C=1C=NC=CC1)C1=CC=CC=C1 3-(chloro(phenyl)phosphino)pyridine